C(C)(C)(C)OC(=O)NC1CCN(CC1)CCOCCN(C(OCC1=CC=CC=C1)=O)C benzyl (2-(2-(4-((tert-butoxycarbonyl)amino)piperidin-1-yl)ethoxy)ethyl)(methyl)carbamate